3-Cyclopentyl-5-methyl-octadecan-3-ol C1(CCCC1)C(CC)(CC(CCCCCCCCCCCCC)C)O